6,6-dimethyl-N-trityl-6,7-dihydro-5H-pyrazolo[5,1-b][1,3]oxazine CC1(CN2C(OC1)=CCN2C(C2=CC=CC=C2)(C2=CC=CC=C2)C2=CC=CC=C2)C